4-benzylmorpholin-4-ium C(C1=CC=CC=C1)[NH+]1CCOCC1